(S)-3-(2-(3-aminopyrrolidin-1-yl)-1,1-difluoro-2-oxoethyl)-4-fluoro-N-(4-fluoro-3-methylphenyl)benzamide N[C@@H]1CN(CC1)C(C(F)(F)C=1C=C(C(=O)NC2=CC(=C(C=C2)F)C)C=CC1F)=O